5-(N-2,3-dihydroxypropyl-acetamido)-2,4,6-triiodo-N,N'-bis(2,3-dihydroxypropyl)isophthalamide ((1R,2R)-2-(HYDROXYMETHYL)CYCLOBUTYL)METHYL-BENZOATE OC[C@H]1[C@@H](CC1)COC(C1=CC=CC=C1)=O.OC(CN(C(C)=O)C=1C(=C(C(=C(C(=O)NCC(CO)O)C1I)I)C(=O)NCC(CO)O)I)CO